5-[2-hydroxy-3-(4-ethoxyphenylamino)propyl]-1,3,4-oxadiazole-2(3H)-thione OC(CC1=NNC(O1)=S)CNC1=CC=C(C=C1)OCC